C(C)(C)(C)OC(NC1=NC(=C(N=C1C(NCC1=C(C=CC=C1F)F)=O)Cl)C1=CC=C(C=C1)F)=O N-(5-chloro-3-[[(2,6-difluorophenyl)methyl]carbamoyl]-6-(4-fluorophenyl)pyrazin-2-yl)carbamic acid tert-butyl ester